N1=C(C=CC=C1)C1(CC1)C(=O)C=1N=C2N(N1)[C@@H](C[C@@H]2F)C2=CC=CC=C2 [1-(2-pyridyl)cyclopropyl]-[(5S,7S)-7-fluoro-5-phenyl-6,7-dihydro-5H-pyrrolo[1,2-b][1,2,4]triazol-2-yl]methanone